3-(2,5-dioxo-3-pyrrolin-1-yl)benzoic acid O=C1N(C(C=C1)=O)C=1C=C(C(=O)O)C=CC1